(S)-3-Fluoro-2-((R)-3-methylmorpholin-4-yl)-9-thiazol-4-ylmethyl-8-trifluoromethyl-6,7,8,9-tetrahydro-pyrimido[1,2-a]-pyrimidin-4-one FC1=C(N=C2N(C1=O)CC[C@H](N2CC=2N=CSC2)C(F)(F)F)N2[C@@H](COCC2)C